C(C)(C)(C)OC(NC1=C(C(=CC=C1F)NC(C1=CC(=CC(=C1)C(F)(F)F)N1C=NC(=C1)C)=O)F)=O t-butyl-2,6-difluoro-3-(3-(4-methyl-1H-imidazol-1-yl)-5-(trifluoromethyl)benzamido)phenylcarbamate